C(C)OC(=O)C1=NN2C(=NC=3C=CC=CC3C2=N1)N[C@H]1C(NCCCC1)=O 5-{[(3R)-2-Oxoazepan-3-yl]amino}[1,2,4]triazolo[1,5-c]quinazoline-2-carboxylic acid ethyl ester